1-chloro-3,5-dimethyl-adamantane ClC12CC3(CC(CC(C1)C3)(C2)C)C